N-(methyl(oxo)(pyridin-4-yl)-λ6-sulfanylidene)-4-(5-(trifluoromethyl)-1,2,4-oxadiazol-3-yl)benzamide CS(=NC(C1=CC=C(C=C1)C1=NOC(=N1)C(F)(F)F)=O)(C1=CC=NC=C1)=O